ClC=1C=C(C=NC1)C1=NC(=C2N=CN(C2=N1)[C@H]1[C@@H]([C@@H]([C@H](O1)C(=O)NC([2H])([2H])[2H])O)O)NCC=1C=NC=CC1 (2S,3S,4R,5R)-5-(2-(5-chloropyridin-3-yl)-6-(pyridin-3-ylmethylamino)-9H-purin-9-yl)-3,4-Dihydroxy-N-(methyl-d3)-tetrahydrofuran-2-carboxamide